FC1=CC=C(C(=O)N2[C@@H](C=3N(CC2)C(=NC3N(C(C3=CC=CC=C3)=O)C)C3=NC(=NS3)C)C)C=C1 (R)-N-(7-(4-fluorobenzoyl)-8-methyl-3-(3-methyl-1,2,4-thiadiazol-5-yl)-5,6,7,8-tetrahydroimidazo[1,5-a]pyrazin-1-yl)-N-methylbenzamide